FC=1C=CC(=NC1)C1=CNC2=NC=CC=C21 5-fluoro-2-[1H-pyrrolo[2,3-b]pyridin-3-yl]pyridine